3-[4-(trifluoromethyl)phenoxy]azetidine hydrochloride tert-Butyl-3-[4-(trifluoromethyl)phenoxy]azetidine-1-carboxylate C(C)(C)(C)OC(=O)N1CC(C1)OC1=CC=C(C=C1)C(F)(F)F.Cl.FC(C1=CC=C(OC2CNC2)C=C1)(F)F